3-(cyanomethyl)-3-(4-{[(1R,2S)-2-phenylcyclopropyl]amino}piperidin-1-yl)azetidine-1-sulfonamide mono-maleic acid salt C(\C=C/C(=O)O)(=O)O.C(#N)CC1(CN(C1)S(=O)(=O)N)N1CCC(CC1)N[C@H]1[C@@H](C1)C1=CC=CC=C1